(3Z)-14-chloro-3-tetradecenyl methoxymethyl ether COCOCC\C=C/CCCCCCCCCCCl